C(C1=CC=CC=C1)N1C[C@H](CC1)NC(=S)NC1=C(C=CC=C1)F (s)-1-(1-benzylpyrrolidine-3-yl)-3-(2-fluorophenyl)thiourea